CC1=CC=CC(=N1)C=1C=C(C=2OCCN(C2N1)C(=O)OC(C)(C)C)NC1=CC=NC=C1 tert-butyl 6-(6-methylpyridin-2-yl)-8-[(pyridin-4-yl)amino]-2H,3H,4H-pyrido[3,2-b][1,4]oxazine-4-carboxylate